6-bromo-3-chloro-imidazo[1,2-a]pyridine BrC=1C=CC=2N(C1)C(=CN2)Cl